N-[(3-fluorophenyl)-methyl]-2-(hydroxymethyl)-4-methyl-7-(trifluoromethyl)-quinoline-3-carboxylic acid amide FC=1C=C(C=CC1)CNC(=O)C=1C(=NC2=CC(=CC=C2C1C)C(F)(F)F)CO